N-((S)-1-(3-(3-chloro-4-cyanophenyl)-1H-pyrazol-1-yl)propan-2-yl)-5-(1-hydroxyethyl)-1H-pyrazol-3-carboxamide ClC=1C=C(C=CC1C#N)C1=NN(C=C1)C[C@H](C)NC(=O)C1=NNC(=C1)C(C)O